BrC1=CC(=NC(=C1)C(=O)OCC)C(=O)OCC diethyl 4-bromopyridine-2,6-dicarboxylate